C(C=C)OC1=CC=C(C=C1)C1(C2=CC=CC=C2C=2C=CC=CC12)C1=CC=C(C=C1)OCC=C 9,9-bis(4-alloxyphenyl)fluorene